C1(=CCCCC1)C1=C2C=C(N=CC2=C(N=C1)NC)NC(=O)C1CC1 N-(5-(cyclohex-1-en-1-yl)-8-(methylamino)-2,7-naphthyridin-3-yl)cyclopropanecarboxamide